pyrimidin-2-benzamide N1=C(N=CC=C1)C1=CC=CC=C1C(=O)N